(R)-2-((1-(3-chloro-2-cyano-7-methylquinoxalin-5-yl)ethyl)amino)benzoic acid ClC=1C(=NC2=CC(=CC(=C2N1)[C@@H](C)NC1=C(C(=O)O)C=CC=C1)C)C#N